N[C@@H]1CCC=2C=3C1=C1C(=NC3C=C3C2OCO3)C3=CC2=C(C(N3C1)=O)COC([C@]2(O)CC)=O (1R,10S)-1-amino-10-ethyl-10-hydroxy-1,2,3,10,13,16-hexahydro-11H,14H-benzo[de][1,3]dioxolo[4,5-g]pyrano[3',4':6,7]indolizino[1,2-b]quinoline-11,14-dione